C(C)(=O)O[C@@H](CCOC(CCC)=O)CCC.CN(C(CC)=O)CC1=CC=CC(=C1)C N-methyl-N-(5-methylphenyl)methylpropionamide (R)-3-acetoxyhexyl-butyrate